P1(O\C=C/CO1)(O)=O Cis-propenophosphoric acid